tert-butyl 4-((1'-(2-carbamoyl-3-chlorophenyl)-2'-oxospiro[cyclohexane-1,3'-indolin]-5'-yl)methyl)piperidine-1-carboxylate C(N)(=O)C1=C(C=CC=C1Cl)N1C(C2(C3=CC(=CC=C13)CC1CCN(CC1)C(=O)OC(C)(C)C)CCCCC2)=O